(S)-(1-(methylamino)-1-oxo-5-(pyridin-2-yl)pent-2-yl)carbamic acid tert-butyl ester C(C)(C)(C)OC(N[C@H](C(=O)NC)CCCC1=NC=CC=C1)=O